N(=[N+]=[N-])C=1C(=NC=C(N1)C1=C(C=C(C=C1C)C(F)(F)F)OCOCC)C=O 3-azido-5-(2-(ethoxymethoxy)-6-methyl-4-(trifluoromethyl)phenyl)pyrazine-2-carbaldehyde